1,1,1-Tris(hydroxymethyl)propan trimethacrylat C(C(=C)C)(=O)O.C(C(=C)C)(=O)O.C(C(=C)C)(=O)O.OCC(CC)(CO)CO